C[C@@H]1N(CCN(C1)C)C1=CC(=C(C=C1)N1C=NC(=C1)NC=1N=CC(=NC1)C#N)OC (S)-5-((1-(4-(2,4-Dimethylpiperazin-1-yl)-2-methoxyphenyl)-1H-imidazol-4-yl)amino)pyrazine-2-carbonitrile